FC=1C=C2C(N(C(C2=CC1F)=O)NC1=C(C=CC=C1)C)=O 5,6-difluoro-2-(o-tolylamino)isoindoline-1,3-dione